C(C)(C)N1N=CC(=C1)C1=CC(=NC=C1)NC[C@@H]1CC[C@H](CC1)C1=CC=C(C(=N1)C#N)OC 6-(trans-4-(((4-(1-Isopropyl-1H-pyrazol-4-yl)pyridin-2-yl)amino)methyl)cyclohexyl)-3-methoxypicolinonitrile